C(C=C)(=O)[O-].C(C=C)(=O)[O-].C(C=C)(=O)[O-].C(CCC)[Sn+3] n-butyltin triacrylate